Cl.FC1=C(C=CC=C1)C1=CC(=CN1S(=O)(=O)C=1C=NC=CC1)CNC 1-[5-(2-fluorophenyl)-1-(pyridine-3-ylsulfonyl)-1H-pyrrole-3-yl]-N-methyl-methylamine hydrochloride